CC1N(C(CNC1)C)C1=C2C(N(C(C2=CC=C1F)=O)C1C(NC(CC1)=O)=O)=O 4-(2,6-dimethylpiperazin-1-yl)-2-(2,6-dioxopiperidin-3-yl)-5-fluoroisoindoline-1,3-dione